C1(=CC=CC=C1)C(C)OC1=CC=C(C2=CC=CC=C12)C1=CC=CC=C1 1,4-diphenylethyloxynaphthalene